FC(C)(F)C1=NC=C(C(=N1)C)S(=O)(=O)N1CC2(C1)CN(C2)CC2(COC2)C 2-((2-(1,1-difluoroethyl)-4-methylpyrimidin-5-yl)sulfonyl)-6-((3-methyloxetan-3-yl)methyl)-2,6-diazaspiro[3.3]heptane